ClC=1C(=CC(=C(C1)S(=O)(=O)NC=1SC(=CN1)F)F)NCCCCNC[C@@H]1NCCC1 5-chloro-2-fluoro-N-(5-fluoro-1,3-thiazol-2-yl)-4-[(4-{[(2R)-pyrrolidin-2-ylmethyl]amino}-butyl)-amino]benzenesulfonamide